2,2',2''-{1,4,7-triazecane-1,4,7-triyltris[methylene(2-hydroxy-5-methyl-3,1-phenylene)methyleneazanediyl]}tri(propane-1,3-diol) N1(CCN(CCN(CCC1)CC=1C(=C(C=C(C1)C)CNC(CO)CO)O)CC=1C(=C(C=C(C1)C)CNC(CO)CO)O)CC=1C(=C(C=C(C1)C)CNC(CO)CO)O